C(C)(C)(C)OC(=O)N1C[C@H]([C@H](CC1)CC=O)F.CC=1N=C2N(N=CC=C2)C1C=O |r| (2-methylimidazo[1,2-b]pyridazin-3-yl)methanone tert-butyl-(3SR,4RS)-3-fluoro-4-(2-oxoethyl)piperidine-1-carboxylate